(E)-3-hydroxy-2-(4-hydroxy-3-methoxystyryl)-6-(hydroxymethyl)-4H-pyran-4-one OC1=C(OC(=CC1=O)CO)\C=C\C1=CC(=C(C=C1)O)OC